C(#N)C1=C(C=2N(N(C1=O)C)C=C(N2)CC#N)N2C[C@H](N(C[C@@H]2CC)C(=O)OC(C)(C)C)CC tert-butyl (2R,5S)-4-(7-cyano-2-(cyanomethyl)-5-methyl-6-oxo-5,6-dihydroimidazo[1,2-b]pyridazin-8-yl)-2,5-diethylpiperazine-1-carboxylate